[Br-].C(C1=CC=CC=C1)[N+]1(CC(CCC1)C(NCC)=O)CC(=O)NC1=C(C=CC=C1C)C 1-benzyl-1-(2-((2,6-dimethylphenyl)Amino)-2-oxoethyl)-3-(ethylcarbamoyl)Piperidin-1-ium Bromide